5-(3-Cyclopropyl-5-(4-(meth-ylsulfonyl)piperazin-1-yl)-1H-pyrazolo[3,4-c]pyridine-1-yl)-2-fluoro-3-(trifluoromethyl)-phenol C1(CC1)C1=NN(C2=CN=C(C=C21)N2CCN(CC2)S(=O)(=O)C)C=2C=C(C(=C(C2)O)F)C(F)(F)F